BrC1=C(C(=NN1)C1=NC(=NO1)C1(CC1)C1=C(C=C(C=C1)F)Cl)C 5-(5-bromo-4-methyl-1H-pyrazol-3-yl)-3-(1-(2-chloro-4-fluorophenyl)cyclopropyl)-1,2,4-oxadiazole